FC(C(=O)O)(F)F.NC1=CC(=NC=C1OCC1COC1)NC(C)=O N-(4-amino-5-(oxetan-3-ylmethoxy)pyridin-2-yl)acetamide trifluoroacetate